C(C)C1(C(C1C(=O)O)C(=O)O)C(=O)O 1-ethylcyclopropane-1,2,3-tricarboxylic acid